2-(4-chloropyridin-3-yl)acetic acid ClC1=C(C=NC=C1)CC(=O)O